COC(CC(CCCN(C)CCCC(CC(OC)OC)[SiH3])[SiH3])OC bis(4-dimethoxyethyl-silylbutyl)N-methylamine